4-(N-(tert-Butyl)sulfamoyl)-2-(6-azaspiro[2.5]octan-6-yl)benzoic Acid C(C)(C)(C)NS(=O)(=O)C1=CC(=C(C(=O)O)C=C1)N1CCC2(CC2)CC1